rac-(R)-5-fluoro-2-(4-methoxybenzyl)-1'-(2-(trifluoromethoxy)ethyl)spiro[isoindoline-1,3'-pyrrolidine]-2',3-dione FC=1C=C2C(N([C@@]3(C(N(CC3)CCOC(F)(F)F)=O)C2=CC1)CC1=CC=C(C=C1)OC)=O |r|